C1(CC1)C=1C=NN(C1CO[C@H]1[C@@H]2C(N([C@H](C1)C2)C2=CC=C(C(=O)O)C=C2)=O)C2=C(C=CC=C2Cl)Cl 4-[(1S,4R,5R)-5-[[4-cyclopropyl-1-(2,6-dichlorophenyl)-1H-pyrazol-5-yl]methoxy]-3-oxo-2-azabicyclo[2.2.1]heptan-2-yl]benzoic acid